BrC=1C(=C(C=CC1)N1N=C(N=C1C1(CC1)N(C(OC(C)(C)C)=O)C)C)F tert-butyl (1-(1-(3-bromo-2-fluorophenyl)-3-methyl-1H-1,2,4-triazol-5-yl)cyclopropyl)(methyl)carbamate